NN1C=NC(=C2N3C(N=C12)N(C(N3C)=O)CC3=CC=C(C=C3)OC)C=3OC=CC3 5-Amino-8-(2-furyl)-3-[(4-methoxyphenyl)methyl]-1-methyl-[1,2,4]triazolo[5,1-f]purin-2-one